sodium tridecyl carbonate C(OCCCCCCCCCCCCC)([O-])=O.[Na+]